N-{(1S)-1-cyano-2-[(3S)-2-oxopyrrolidin-3-yl]Ethyl}-N2-[(2R)-2-cyclohexyl-2-methoxyacetyl]-L-leucinamide C(#N)[C@H](C[C@H]1C(NCC1)=O)NC([C@@H](NC([C@H](OC)C1CCCCC1)=O)CC(C)C)=O